FC1=CC=C2C=C(NC(C2=C1)=O)CCCN1CCC(=CC1)C1=CC=C(C#N)C=C1 4-(1-(3-(7-fluoro-1-oxo-1,2-dihydroisoquinolin-3-yl)propyl)-1,2,3,6-tetrahydropyridin-4-yl)benzonitrile